C(CCC#C)#N 4-pentynenitrile